ClC=1C(=NNC1C)C(=O)N chloro-5-methyl-pyrazole-3-carboxamide